(R)-N-(5-(3-(difluoromethyl)-1,2,4-oxadiazol-5-yl)-2,3-dihydro-1H-inden-1-yl)-2-methyloxazole-5-carboxamide FC(C1=NOC(=N1)C=1C=C2CC[C@H](C2=CC1)NC(=O)C1=CN=C(O1)C)F